C(C)(C)OC(N[C@@H]1CO[C@H](CC1)C=1SC(=CN1)C1=C(C=C(C=C1)NC(NCC1=CC=CC=C1)=O)S(NC(C)(C)C)(=O)=O)=O trans-N-[6-[5-[4-(benzylcarbamoylamino)-2-(tert-butylsulfamoyl)phenyl]Thiazol-2-yl]Tetrahydropyran-3-yl]Carbamic acid isopropyl ester